NC1C2=CC=CC=C2CC12CCN(CC2)C2=NC=C(C(C2C)=O)SC2=C(C(=NC=C2)N)Cl 2-(1-amino-1,3-dihydrospiro[inden-2,4'-piperidin]-1'-yl)-5-((2-amino-3-chloropyridin-4-yl)thio)-3-methylpyridin-4(3H)-one